tert-Butyl 4-(3-cyano-6-ethyl-2-pyridyl)piperazine-1-carboxylate C(#N)C=1C(=NC(=CC1)CC)N1CCN(CC1)C(=O)OC(C)(C)C